Cl.N1=C(N=CC=C1)N1N=C(N=C1[C@H](C)N)N1CCCC1 (1S)-1-(2-pyrimidin-2-yl-5-pyrrolidin-1-yl-1,2,4-triazol-3-yl)ethylamine-hydrochloride